C(CCCC)=NS(=O)(=O)C1=CC=CC=C1 N-pentylidenebenzenesulfonamide